OCC1CCC(CC1)N1N=C2C=C(C(=CC2=C1)NC(=O)C=1C=NN2C1N=CC=C2)C(C)(C)O N-[2-[4-(hydroxymethyl)cyclohexyl]-6-(1-hydroxy-1-methyl-ethyl)indazol-5-yl]pyrazolo[1,5-a]pyrimidine-3-carboxamide